2-(4-allyl-2,6-dimethoxyphenoxy)-1-(3,4-methylenedioxyphenyl)-1-propanol C(C=C)C1=CC(=C(OC(C(O)C2=CC3=C(C=C2)OCO3)C)C(=C1)OC)OC